C1(CC1)NC(CN1N=CC(=C1)C1=C2C(=NC=C1)C(=NN2C2CN(C2)C(C(=C)F)=O)C2=CC=C(C=C2)C(F)(F)F)=O N-cyclopropyl-2-(4-(1-(1-(2-fluoroacryloyl)azetidin-3-yl)-3-(4-(trifluoromethyl)phenyl)-1H-pyrazolo[4,3-b]pyridin-7-yl)-1H-pyrazol-1-yl)acetamide